COC1=CC=C(CN(C(OC(C)(C)C)=O)CC=2NC(C=3SC(=C4OCCCC2C34)C3=CC=NC=C3)=O)C=C1 Tert-butyl (4-methoxybenzyl)((3-oxo-1-(pyridin-4-yl)-4,6,7,8-tetrahydro-3H-9-oxa-2-thia-4-azabenzo[cd]azulen-5-yl)methyl)carbamate